C(C1=CC=CC=C1)(=O)O[C@H]1CC[C@@]2([C@H]3CC[C@@]4(C(=CC[C@H]4[C@@H]3CC=C2C1)C=1C=NC=CC1)C)C (3S,8R,9S,10R,13S,14S)-10,13-dimethyl-17-(pyridin-3-yl)-2,3,4,7,8,9,10,11,12,13,14,15-dodecahydro-1H-cyclopenta[a]phenanthren-3-yl benzoate